S1(NN(CCC1)C(=O)N)(=O)=O thiadiazinane-3-carboxamide 1,1-dioxide